C(C1=CC=CC=C1)N(C([S-])=S)CC1=CC=CC=C1 dibenzyl-dithiocarbamate